C(#N)C(=C(OC)C1=CC=C(C=C1)CC(=O)NC1=CC(=NO1)C12CC(C1)(C2)C)C#N 2-[4-(2,2-Dicyano-1-methoxyeth-1-en-1-yl)phenyl]-N-(3-[3-methylbicyclo[1.1.1]pentan-1-yl]-1,2-oxazol-5-yl)acetamide